pyridinylundec-10-en-4-one N1=C(C=CC=C1)CCCC(CCCCCC=C)=O